C(C)OC(C(=CN(C)C)C1=NC=C(N=C1)Cl)=O.C(#N)C(C(=O)NC(C)C1=CC(=C(C=C1)OC)OC)=CC1=CNC2=NC=C(C=C21)O 2-cyano-N-(1-(3,4-dimethoxyphenyl)ethyl)-3-(5-hydroxy-1H-pyrrolo[2,3-b]pyridin-3-yl)acrylamide ethyl-2-(5-chloropyrazin-2-yl)-3-(dimethylamino)acrylate